1,1,1,3-tetrafluoro-3-Chloropropane FC(CC(Cl)F)(F)F